C1(CCCCC1)CN1CC(C1)(C(=O)N(C1=CC=CC=C1)CC1=NC=C(C=C1)C=1OC(=NN1)C(F)F)F 1-(cyclohexylmethyl)-N-((5-(5-(difluoromethyl)-1,3,4-oxadiazol-2-yl)pyridin-2-yl)methyl)-3-fluoro-N-phenylazetidin-3-carboxamide